O=C1NON=C1 Oxofurazan